3-octylundec-2-en-1-ol C(CCCCCCC)C(=CCO)CCCCCCCC